COC1=CC2=C(C=N1)CN(C2)C2=NC=CC(=N2)C2=NC=CC(=N2)C#CN2N=CC1=CC=CC=C21 ((2'-(6-methoxy-1,3-dihydro-2H-pyrrolo[3,4-c]pyridin-2-yl)-[2,4'-bipyrimidin]-4-yl)ethynyl)-1H-indazole